heptynyl methyl carbonate C(OC#CCCCCC)(OC)=O